CNC(=O)C1=CC=C(C=N1)C=1CCN(CC1C)CC=1C=NC=2C(=C(C(NC2C1)=O)C(F)(F)F)C N,5'-dimethyl-1'-((8-methyl-6-oxo-7-(trifluoromethyl)-5,6-dihydro-1,5-naphthyridin-3-yl)methyl)-1',2',3',6'-tetrahydro-[3,4'-bipyridine]-6-carboxamide